isoindolo[2,1-a]benzimidazol-11-one C1=C2C(N3C(=NC4=C3C=CC=C4)C2=CC=C1)=O